CC1=CC(=CC(N1)=O)SC 6-methyl-4-(methylsulfanyl)-2-oxo-1,2-dihydropyridin